di(phenylbutyl) carbonate C(OCCCCC1=CC=CC=C1)(OCCCCC1=CC=CC=C1)=O